C(CC(C)C)SC[C@H](N)C(=O)O S-isopentyl-L-cysteine